8-benzhydryl-3,8-diazabicyclo[3.2.1]octane C(C1=CC=CC=C1)(C1=CC=CC=C1)N1C2CNCC1CC2